1-(2-(1-methyl-1H-imidazo[1,2-b]pyrazole-7-carbonyl)-2-azaspiro[3.3]heptan-6-yl)-3-(6-methyl-5-(trifluoromethyl)pyridin-3-yl)urea CN1C=CN2N=CC(=C21)C(=O)N2CC1(C2)CC(C1)NC(=O)NC=1C=NC(=C(C1)C(F)(F)F)C